4-{[4-bromo-2-(difluoromethyl)phenyl]oxy}-1-(methylazanylidene)-1λ6-thian-1-one BrC1=CC(=C(C=C1)OC1CCS(CC1)(=O)=NC)C(F)F